N1=CC=C(C=C1)C=1CC(C=CC1)(\C=C\C(=O)C1=CC=CC=C1)C1=CC=C(C=C1)OC1=NC2=CC=CC=C2N=C1 3-(pyridin-4-yl)-1-(4-(quinoxalin-2-yloxy)phenyl)chalcone